[Si](C)(C)(C(C)(C)C)NS(=O)(=O)C1=CC(=C(C=C1)B1OC(C(O1)(C)C)(C)C)C(C)OC1OCCCC1 N-(tert-butyldimethylsilyl)-3-(1-((tetrahydro-2H-pyran-2-yl)oxy)ethyl)-4-(4,4,5,5-tetramethyl-1,3,2-dioxaborolan-2-yl)benzenesulfonamide